COC=1C=C2CCN(C(C2=CC1OC)CCC1=CNC2=CC(=CC=C12)C)C=O 6,7-dimethoxy-1-(2-(6-methyl-1H-indol-3-yl)ethyl)-3,4-dihydroisoquinoline-2(1H)-formaldehyde